dilauryl-D-glutamic acid chloride C(CCCCCCCCCCC)N([C@H](CCC(=O)Cl)C(=O)Cl)CCCCCCCCCCCC